4-Chloro-N'-((1,2,3,5,6,7-hexahydrodicyclopenta[b,e]pyridin-8-yl)carbamoyl)-1-isopropyl-1H-pyrazole-3-sulfonimidamide ClC=1C(=NN(C1)C(C)C)S(=O)(N)=NC(NC1=C2C(=NC3=C1CCC3)CCC2)=O